tert-butyl ((1R,2R)-2-(((1,5,7-trimethyl-4-oxo-4,5-dihydro-1H-pyrrolo[3,2-c]pyridin-3-yl)carbonyl)amino)cyclohexyl)carbamate CN1C=C(C=2C(N(C=C(C21)C)C)=O)C(=O)N[C@H]2[C@@H](CCCC2)NC(OC(C)(C)C)=O